ClC=1C=CC(=C(C1)C=1C=C(C=2OCCNC2N1)NC1=C2C(=NC=C1)NC(=C2)C(=O)OC)F methyl 4-{[6-(5-chloro-2-fluoro-phenyl)-2H,3H,4H-pyrido[3,2-b][1,4]oxazin-8-yl]amino}-1H-pyrrolo[2,3-b]pyridine-2-carboxylate